2-bromo-6-(methoxymethoxy)pyridine BrC1=NC(=CC=C1)OCOC